COC=1C=C(C=C2C=C(C=NC12)C(F)(F)F)C(=O)OC methyl 8-methoxy-3-(trifluoromethyl)quinoline-6-carboxylate